C(C)C=1C(=CC=C2C=C(C=C(C12)C1=C(C=2N=C(N=C(C2C=N1)N1C[C@@](CCC1)(O)C)OCC12CCCN2CCC1)F)OCOC)F (R)-1-(7-(8-ethyl-7-fluoro-3-(methoxymethoxy)naphthalen-1-yl)-8-fluoro-2-((hexahydro-1H-pyrrolizin-7a-yl)methoxy)pyrido[4,3-d]pyrimidin-4-yl)-3-methylpiperidin-3-ol